OC=1C(=CC=2C(C3=CC=CC=C3C(C2C1O)=O)=O)NS(=O)(=O)C1=CC=C(C=C1)C N-(3,4-dihydroxy-9,10-dioxo-9,10-dihydroanthracene-2-yl)-4-methylbenzenesulfonamide